(S)-3-naphthylbutyraldehyde C1(=CC=CC2=CC=CC=C12)[C@H](CC=O)C